2,3,4,5-tetrafluoro-6-((3-fluoro-4-methoxybenzyl)sulfonyl)phenol FC1=C(C(=C(C(=C1F)F)F)S(=O)(=O)CC1=CC(=C(C=C1)OC)F)O